S1C(=NC2=C1C=CC=C2)C(CC2=CC(=CC=C2)C#N)NS(=O)(=O)C=2C=C(C=CC2)NC(=O)C2=NC=NC=C2 N-[3-[[1-(1,3-benzothiazol-2-yl)-2-(3-cyanophenyl)ethyl]sulfamoyl]phenyl]pyrimidine-4-carboxamide